FC1=C(C(=CC=C1NS(=O)(=O)C1=CC=CC=2N=CN(C21)C)F)C2=CC=C1C(=NNC1=C2F)C(=O)NC 6-[2,6-Difluoro-3-(3-methyl-1,3-benzodiazole-4-sulfonamido)phenyl]-7-fluoro-N-methyl-1H-indazole-3-carboxamide